N-(4-(1,3-Diphenyl-3H-benzo[b]cyclopenta[d]thiophen-3-yl)phenyl)-4-methylbenzenesulfonamide C1(=CC=CC=C1)C1=CC(C2=C1C1=C(S2)C=CC=C1)(C1=CC=CC=C1)C1=CC=C(C=C1)NS(=O)(=O)C1=CC=C(C=C1)C